3-butylheptyl 8-((2-hydroxyethyl)(8-oxo-8-((3-pentyloctyl)oxy)octyl)amino)octanoate OCCN(CCCCCCCC(=O)OCCC(CCCC)CCCC)CCCCCCCC(OCCC(CCCCC)CCCCC)=O